N-((1R,3S,5s,7s)-2-(5-(3-cyano-6-(2-hydroxy-2-methylpropoxy)pyrazolo[1,5-a]pyridin-4-yl)pyrazin-2-yl)-2-azaadamantan-5-yl)formamide C(#N)C=1C=NN2C1C(=CC(=C2)OCC(C)(C)O)C=2N=CC(=NC2)N2[C@@H]1CC3CC(C[C@@H]2C3)(C1)NC=O